tert-butyl (8-fluoro-2,5-dimethyl-4,5-dihydro-[1,2,4]triazolo[1,5-a]quinoxalin-6-yl)carbamate FC1=CC(=C2N(CC=3N(C2=C1)N=C(N3)C)C)NC(OC(C)(C)C)=O